C(C)(C)(C)OC(=O)NCC(C)(C)N(C1=CC(=C(C(=O)OC)C=C1)C#N)C methyl 4-({1-[(tert-butoxycarbonyl)amino]-2-methylpropan-2-yl}(methyl)amino)-2-cyanobenzoate